CNC(C1=NC=C(C=C1)N1CCN(CC1)C(C)C=1C=NC=2C(=C(C(NC2C1)=O)C(F)(F)F)C)=O N-methyl-5-(4-(1-(8-methyl-6-oxo-7-(trifluoromethyl)-5,6-dihydro-1,5-naphthyridin-3-yl)ethyl)piperazin-1-yl)picolinamide